N-(3-cyano-2-methyl-oxetan-3-yl)-1-[5-(difluoromethyl)-1,3,4-thiadiazol-2-yl]-4-[4-(2-methylpropanoyl)piperazin-1-yl]indazole-6-sulfonamide C(#N)C1(C(OC1)C)NS(=O)(=O)C1=CC(=C2C=NN(C2=C1)C=1SC(=NN1)C(F)F)N1CCN(CC1)C(C(C)C)=O